(R)-8-(8-((2,3-dichlorophenyl)thio)imidazo[1,2-c]pyrimidin-5-yl)-N-methyl-8-aza-spiro[4.5]decan-1-amine ClC1=C(C=CC=C1Cl)SC=1C=2N(C(=NC1)N1CCC3(CCC[C@H]3NC)CC1)C=CN2